COC(=O)C=1C=NC(=CC1)N1CCC2(C(N3[C@H](O2)CC[C@H]3C3=CC=CC=C3)=O)CC1.NC1=C(N)C=CC=C1 2-aminoaniline methyl-6-[(5'S,7a'R)-3'-oxo-5'-phenyltetrahydro-1H,3'H-spiro[piperidine-4,2'-pyrrolo[2,1-b][1,3]oxazol]-1-yl]pyridine-3-carboxylate